4-amino-8-(2-chloro-5-fluoropyrimidin-4-yl)-2-oxo-N-propyl-1,2-dihydroquinoline-3-carboxamide NC1=C(C(NC2=C(C=CC=C12)C1=NC(=NC=C1F)Cl)=O)C(=O)NCCC